C(C1=CC=CC=C1)OC=1C(=C(C=C2C(=NC(=NC12)SCCCCCCCCCCCC)N1[C@@H]2CN([C@H](C1)C2)C(=O)OC(C)(C)C)C2CC2)Br tert-butyl (1S,4S)-5-[8-(benzyloxy)-7-bromo-6-cyclopropyl-2-(dodecylsulfanyl)quinazolin-4-yl]-2,5-diazabicyclo[2.2.1]heptane-2-carboxylate